N-((1,4-oxaazepan-6-yl)methyl)methanesulfonamide O1CCNCC(C1)CNS(=O)(=O)C